CC1=NC(=CC(=N1)NC1=NN2C(C=C(C=C2)C2=C(C=NC(=C2)C)OC[C@H]2C[C@@H](CO2)O)=C1)C (3S,5R)-5-[[4-[2-[(2,6-dimethylpyrimidin-4-yl)amino]pyrazolo[1,5-a]pyridin-5-yl]-6-methyl-3-pyridyl]oxymethyl]tetrahydrofuran-3-ol